methyl 2-fluorocyclobutane-1-carboxylate FC1C(CC1)C(=O)OC